N-(2-Naphthoyl)-N'-phenylguanidin C1=C(C=CC2=CC=CC=C12)C(=O)NC(=N)NC1=CC=CC=C1